9-hydroxymethyl-2,7-diaminofluorene OCC1C2=CC(=CC=C2C=2C=CC(=CC12)N)N